FC(OC1=CC=C(C=C1)/C=C/C(=O)N1CC=2CN(CC2C1)C(=O)C1=CC=C(C=N1)S(=O)(=O)N)(F)F 6-[2-[(E)-3-[4-(trifluoromethoxy)phenyl]prop-2-enoyl]-1,3,4,6-tetrahydropyrrolo[3,4-c]pyrrole-5-carbonyl]pyridine-3-sulfonamide